calcium adenosine triphosphate P([O-])(=O)(OP(=O)([O-])OP(=O)([O-])[O-])OC[C@@H]1[C@H]([C@H]([C@@H](O1)N1C=NC=2C(N)=NC=NC12)O)O.[Ca+2].[Ca+2]